tert-butyl (2R,4S)-4-(benzyloxy)-2-((3-(((R)-1-((tert-butyldiphenylsilyl)oxy)propan-2-yl)oxy)-4-fluoro-2-(methoxycarbonyl)-5-methylphenoxy)methyl)pyrrolidine-1-carboxylate C(C1=CC=CC=C1)O[C@H]1C[C@@H](N(C1)C(=O)OC(C)(C)C)COC1=C(C(=C(C(=C1)C)F)O[C@@H](CO[Si](C1=CC=CC=C1)(C1=CC=CC=C1)C(C)(C)C)C)C(=O)OC